C1(=CC=CC=C1)C1=NC=2N(C=C1)N=CC2 5-phenylpyrazolo[1,5-a]pyrimidine